C1(CCCCC1)CC(=O)OC1=CC(=CC2=C1OC(O2)(C2=CC=CC=C2)C2=CC=CC=C2)C(=O)OC2=CC(=CC1=C2OC(O1)(C1=CC=CC=C1)C1=CC=CC=C1)C(=O)O 7-((7-(2-cyclohexylacetoxy)-2,2-diphenylbenzo[d][1,3]dioxol-5-carbonyl)oxy)-2,2-diphenylbenzo[d][1,3]dioxol-5-carboxylic acid